1-({3-bromo-4-[5-(2,2-dimethylpropyl)-1,2,4-oxadiazol-3-yl]phenyl}carbonyl)-4-{5-methyl-[1,3]oxazolo[4,5-b]pyridin-2-yl}piperazine BrC=1C=C(C=CC1C1=NOC(=N1)CC(C)(C)C)C(=O)N1CCN(CC1)C=1OC=2C(=NC(=CC2)C)N1